[Ca].[Mo].[W].[Mo]=S molybdenum sulfide tungsten molybdenum calcium